C(N)(=O)C1=NN(C=C1NC(=O)C=1N=C(OC1)C1=CC(=NC=C1)N(C(OC(C)(C)C)=O)CC1CC1)C1=CC=C(C=C1)CO 1-Tert-butyl N-[4-[4-[[3-carbamoyl-1-[4-(hydroxymethyl)phenyl]pyrazol-4-yl]carbamoyl] oxazol-2-yl]-2-pyridyl]-N-(cyclopropylmethyl)carbamate